ClC=1C(=C(CN2C3(CC3)CC(CC2)(C(=O)O)CC2=NC(=CC=C2F)NC2=NNC(=C2)C)C=CC1)F 4-(3-chloro-2-fluorobenzyl)-7-((3-fluoro-6-((5-methyl-1H-pyrazol-3-yl)amino)pyridin-2-yl)methyl)-4-azaspiro[2.5]octane-7-carboxylic acid